N1(CC1)CC1=C(C=C(C=C1)C(=O)[C@@H]1[C@H](C1)C1=NOC(N1)=O)Cl 3-[(1S,2S)-2-{[4-(aziridin-1-ylmethyl)-3-chlorophenyl]carbonyl}cyclopropyl]-4,5-dihydro-1,2,4-oxadiazol-5-one